C(C)OC(=O)C=1NC2=CC=CC=C2C1C1=CC(=C(C=C1)CS(=O)(=O)C)F 3-(3-fluoro-4-((methylsulfonyl)methyl)phenyl)-1H-indole-2-carboxylic acid ethyl ester